5-iodo-4-methyl-1-(3-methyloxetan-3-yl)-1H-pyrazole IC1=C(C=NN1C1(COC1)C)C